aminoethylamino-1,4,7,10-tetraazacyclododecane NCCNN1CCNCCNCCNCC1